C(#N)C1=CC=C(C=C1)NC=1N=C(C2=C(N1)CCN(C2)C(=O)N2CCOCC2)OC2=C(C=C(C#N)C=C2C)C 4-({2-[(4-cyanophenyl)amino]-6-(morpholine-4-carbonyl)-5H,6H,7H,8H-pyrido[4,3-d]pyrimidin-4-yl}oxy)-3,5-dimethylbenzonitrile